N4,6-dimethyl-N2-[8-(3-pyrrolidin-1-ylpropoxy)chroman-6-yl]pyrimidine-2,4-diamine CNC1=NC(=NC(=C1)C)NC=1C=C2CCCOC2=C(C1)OCCCN1CCCC1